FC=1C=C(C=CC1F)[C@H](C)NC(=O)C1=NC(=CN=C1NCC1=CC=C(C=C1)C1=NC(=C(N=C1)N)CCC1CNCC1)C#N 3-{4-[5-Amino-6-(2-pyrrolidin-3-yl-ethyl)-pyrazin-2-yl]-benzylamino}-6-cyanopyrazine-2-carboxylic acid [(S)-1-(3,4-difluoro-phenyl)-ethyl]-amide